6-(4-(2-(3-(2,6-Dichlorophenyl)-5-isopropylisoxazol-4-yl)ethyl)piperazin-1-yl)-1-methyl-1H-indole-3-carboxylic acid ClC1=C(C(=CC=C1)Cl)C1=NOC(=C1CCN1CCN(CC1)C1=CC=C2C(=CN(C2=C1)C)C(=O)O)C(C)C